C(C)(C)(C)C1=NC(=NO1)C1=CC=C(C(=O)N2CC3(C2)CC(C3)N3N=C(C=C3)C#N)C=C1 1-[2-[4-(5-tert-butyl-1,2,4-oxadiazol-3-yl)benzoyl]2-azaspiro[3.3]heptan-6-yl]pyrazole-3-carbonitrile